2,5-dibromo-3-(2-hexyldecyl)thiophene BrC=1SC(=CC1CC(CCCCCCCC)CCCCCC)Br